tert-butyl (1-(4-cyano-6-(4-cyano-3-fluorophenyl)-5-(3-fluoro-4-methoxyphenyl)pyrid-2-yl)-3-hydroxylpiperid-4-yl)carbamate C(#N)C1=CC(=NC(=C1C1=CC(=C(C=C1)OC)F)C1=CC(=C(C=C1)C#N)F)N1CC(C(CC1)NC(OC(C)(C)C)=O)O